[N+](=O)([O-])C1=CC=C(C=C1)N1C=NC2=C1C=CC=C2 1-(4-nitrophenyl)-1H-benzimidazole